O1CC(C1)N(CCC(=O)N1CC2CCC(C1)N2C2=CC=C(C=N2)C#N)CC2=CC=CC=1N2N=CN1 6-(3-{3-[(oxetan-3-yl)({[1,2,4]triazolo[1,5-a]pyridin-5-yl}methyl)amino]propanoyl}-3,8-diazabicyclo[3.2.1]octan-8-yl)pyridine-3-carbonitrile